(R)-(4-Fluorophenyl)(8-methyl-3-(pyrazolo[1,5-a]pyridin-2-yl)-5,6-dihydro-[1,2,4]triazolo[4,3-a]pyrazin-7(8H)-yl)methanone FC1=CC=C(C=C1)C(=O)N1[C@@H](C=2N(CC1)C(=NN2)C2=NN1C(C=CC=C1)=C2)C